FC1(C[C@]2(CC1)C[C@H](N(CC2)CC2=C1C=CNC1=C(C=C2OC)C)C2=CC=C(C(=O)O)C=C2)F 4-(5S,7S)-(2,2-difluoro-8-((5-methoxy-7-methyl-1H-indol-4-yl)methyl)-8-azaspiro[4.5]decan-7-yl)benzoic acid